tert-Butyl 3-[(4-benzyl-1,4-diazepan-1-yl)carbonyl]-4-methylpiperazine-1-carboxylate C(C1=CC=CC=C1)N1CCN(CCC1)C(=O)C1CN(CCN1C)C(=O)OC(C)(C)C